C(C)(C)(C)OC(=O)N1CC=C(CC1)C1=CC(=NC=C1)C1=CC(=C(C=C1)C(N(C)C)=O)Cl.NC1=CC=C(OC2=CC=C(C=C2)C(CC)C2=CC=C(C=C2)OC2=CC=C(C=C2)N)C=C1 1,1-bis[4-(4-aminophenoxy)phenyl]propane tert-butyl-4-(2-(3-chloro-4-(dimethyl-carbamoyl)phenyl)pyridin-4-yl)-5,6-dihydropyridine-1(2H)-carboxylate